FC(C=1C=NC(=NC1)N[C@@H]1C[C@H](CC1)NC1=CC=C(C=N1)N1C(C2=NC=CC=C2C1)=O)(F)F 6-(6-(((1S,3S)-3-((5-(trifluoromethyl)pyrimidin-2-yl)amino)cyclopentyl)amino)pyridin-3-yl)-5,6-dihydro-7H-pyrrolo[3,4-b]pyridin-7-one